N-(7-(1-methyl-1H-pyrazol-4-yl)-5-((1-methylpiperidin-4-yl)oxy)quinazolin-4-yl)benzo[d]thiazol-5-amine CN1N=CC(=C1)C1=CC(=C2C(=NC=NC2=C1)NC=1C=CC2=C(N=CS2)C1)OC1CCN(CC1)C